(4-(bromomethyl)phenyl)-1-ethyl-4-(trifluoromethyl)-1H-imidazole BrCC1=CC=C(C=C1)C=1N(C=C(N1)C(F)(F)F)CC